1-methoxy-5-methyl-phenazine sulfate S(=O)(=O)(O)O.COC1=CC=CC=2N(C3=CC=CC=C3NC12)C